C[C@@H]1CN(C[C@@H](C1)NC1=C2C(=NC=C1B1OC(C(O1)(C)C)(C)C)N(C=C2)COCC[Si](C)(C)C)C(=O)OCC2=CC=CC=C2 benzyl (3S,5R)-3-methyl-5-{[5-(4,4,5,5-tetramethyl-1,3,2-dioxaborolan-2-yl)-1-{[2-(trimethylsilyl)ethoxy]methyl}-1H-pyrrolo[2,3-b]pyridin-4-yl]amino}piperidine-1-carboxylate